O(C1=CC=CC=C1)C1=CC=C(C=C1)C=1C[C@H]2[C@H](CN(C2)C(=O)OC(C)(C)C)C1 tert-Butyl (3aS,6aR)-5-(4-phenoxyphenyl)-3,3a,4,6a-tetrahydrocyclopenta[c]pyrrole-2(1H)-carboxylate